tert-butyl 3-(3'-amino-[1,1'-biphenyl]-4-yl)-2,2-dimethylpropanoate NC=1C=C(C=CC1)C1=CC=C(C=C1)CC(C(=O)OC(C)(C)C)(C)C